2-(4-chloro-o-tolyloxy)-propionic acid ClC1=CC(=C(C=C1)C)OC(C(=O)O)C